C(C)(C)(C)OC(=O)N1CC=2C=CC(=NC2C(C1)OS(=O)(=O)C)Cl 2-chloro-8-((methylsulfonyl)oxy)-7,8-dihydro-1,6-naphthyridine-6(5H)-carboxylic acid tert-butyl ester